NC1=CC(=C(C(=C1C(=O)O)F)Cl)F 6-Amino-3-chloro-2,4-difluorobenzoic acid